2-({2-Chloro-5-cyano-3-[(2S)-4-[1-(2-hydroxyethyl)azetidin-3-yl]-2-methylpiperazin-1-yl]phenyl}amino)-4-(cyclopropylamino)pyrazolo[1,5-a][1,3,5]triazine-8-carbonitrile ClC1=C(C=C(C=C1N1[C@H](CN(CC1)C1CN(C1)CCO)C)C#N)NC1=NC=2N(C(=N1)NC1CC1)N=CC2C#N